(2R,5S)-5-(4-bromobenzyl)-4-(4-(5-methyloxazol-2-yl)cyclohexyl)-2-((methylsulfonyl)methyl)-morpholine 2,2,2-trifluoroacetate FC(C(=O)O)(F)F.BrC1=CC=C(C[C@H]2CO[C@H](CN2C2CCC(CC2)C=2OC(=CN2)C)CS(=O)(=O)C)C=C1